4-oxazol-5-yl-7-[(5-piperazin-1-yl-2-pyridyl)amino]-2,3-dihydropyrrolo[3,4-c]pyridin-1-one O1C=NC=C1C1=NC=C(C2=C1CNC2=O)NC2=NC=C(C=C2)N2CCNCC2